vinyltris(methoxyethoxy)silane C(=C)[Si](OCCOC)(OCCOC)OCCOC